Benzyl 3-(piperidin-1-yl)-4-(4-(p-tolyl) piperazin-1-yl)butanoate N1(CCCCC1)C(CC(=O)OCC1=CC=CC=C1)CN1CCN(CC1)C1=CC=C(C=C1)C